C(C)(=O)N1CC=2N(CC1)C(=NC2C=2C=CC=C1C=C(N=CC21)C=2C=CC(=NC2)C(=O)NC(C)(C#CC2=C1CN(C(C1=CC=C2)=O)C2C(NC(CC2)=O)=O)C)CC 5-(8-(7-Acetyl-3-ethyl-5,6,7,8-tetrahydroimidazo[1,5-a]pyrazin-1-yl)isoquinolin-3-yl)-N-(4-(2-(2,6-dioxopiperidin-3-yl)-1-oxoisoindolin-4-yl)-2-methylbut-3-yn-2-yl)picolinamide